N-((R)-2-cyano-1-(4-(ethyl-sulfonyl)phenyl)ethyl)-2-fluoro-4-((S)-3-(4-(trifluoromethyl)phenoxy)pyrrolidin-1-yl)benzamide C(#N)C[C@H](C1=CC=C(C=C1)S(=O)(=O)CC)NC(C1=C(C=C(C=C1)N1C[C@H](CC1)OC1=CC=C(C=C1)C(F)(F)F)F)=O